(3-thienyl)-ethanol S1C=C(C=C1)C(C)O